C1=CC(=C(C=C1S(=O)(=O)C2=CC(=C(C=C2)N)[N+](=O)[O-])[N+](=O)[O-])N 3,3'-Dinitro-4,4'-diaminodiphenyl sulfone